4-([1,1'-biphenyl]-4-yl)-2-methylbut-3-yne C1(=CC=C(C=C1)C#CC(C)C)C1=CC=CC=C1